COC1=C(C=CC(=C1)S(=O)(=O)C)S(=O)(=O)Cl 2-methoxy-4-(methylsulfonyl)benzenesulfonyl chloride